1,4,5-benzenetetracarboxylic acid C1=C(C(=CC(=C1C(=O)O)C(=O)O)C(=O)O)C(=O)O